[Pd].C(C(=O)O)(=O)N oxalic acid amide palladium